[Ru](Cl)(Cl)Cl.C(=O)(O)C1(CC(=NC=C1)C1=NC=CC=C1)C(=O)O.C(=O)(O)C1(CC(=NC=C1)C1=NC=CC=C1)C(=O)O.C(=O)(O)C1(CC(=NC=C1)C1=NC=CC=C1)C(=O)O tris(4,4-dicarboxybipyridine) ruthenium chloride